OC(C(=O)N1CC2=C(N=C(NC2=O)C2(CC2)C2=CC=CC=C2)CC1)C1=CC=CC(=N1)C=1CCN(CC1)C 6-(2-hydroxy-2-(1'-methyl-1',2',3',6'-tetrahydro-[2,4'-bipyridin]-6-yl)acetyl)-2-(1-phenylcyclopropyl)-5,6,7,8-tetrahydropyrido[4,3-d]pyrimidin-4(3H)-one